IC=1N(C=NC1)C(C1=CC=CC=C1)(C1=CC=CC=C1)C1=CC=CC=C1 4-iodo-3-(triphenylmethyl)imidazole